COCCN(CCC(C(=O)O)NC(=O)C1CCOCC1)CCCCC1=NC=2NCCCC2C=C1 4-[2-methoxyethyl-[4-(5,6,7,8-tetrahydro-1,8-naphthyridin-2-yl)butyl]amino]-2-(tetrahydropyran-4-carbonylamino)butanoic acid